6-Ethyl-4-(7-((2-methyl-1H-imidazol-1-yl)methyl)-5-(1-methyl-3-(trifluoromethyl)-1H-pyrazol-4-yl)-1-oxo-3,4-dihydroisoquinolin-2(1H)-yl)quinoline-8-carboxylic acid C(C)C=1C=C2C(=CC=NC2=C(C1)C(=O)O)N1C(C2=CC(=CC(=C2CC1)C=1C(=NN(C1)C)C(F)(F)F)CN1C(=NC=C1)C)=O